FC1([C@@H]([C@@H](N(C1)C(=O)C1OCC1)CC=1C(=C(C=CC1)C1=CC=CC=C1)F)NS(N(C)C)(=O)=O)F N'-[(2S,3R)-4,4-difluoro-2-[(2-fluoro[1,1'-biphenyl]-3-yl)methyl]-1-(oxetane-2-carbonyl)pyrrolidin-3-yl]-N,N-dimethylsulfuric diamide